(S)-2-((1-(3-ethyl-2-morpholino-4-oxo-3,4-dihydroquinazolin-8-yl)ethyl)amino)benzoic acid C(C)N1C(=NC2=C(C=CC=C2C1=O)[C@H](C)NC1=C(C(=O)O)C=CC=C1)N1CCOCC1